COC1=CC=C(C=C1)C(OC[C@@]1(COC[C@@H](O1)N1C2=NC=NC(=C2N=C1)N)CO[Si](C(C)C)(C(C)C)C(C)C)(C1=CC=CC=C1)C1=CC=C(C=C1)OC 9-[(2R,6S)-6-[[bis(4-methoxyphenyl)-phenyl-methoxy]methyl]-6-(triisopropylsilyl-oxymethyl)-1,4-dioxan-2-yl]purin-6-amine